N-{4-[(1S,3S)-3-butyl-9-methyl-1H,2H,3H,4H,9H-pyrido[3,4-b]indol-1-yl]phenyl}adamantan-1-amine C(CCC)[C@H]1CC2=C(N(C3=CC=CC=C23)C)[C@@H](N1)C1=CC=C(C=C1)NC12CC3CC(CC(C1)C3)C2